C1(=C(C(=CC(=C1)C)C)NC1=CC=C2C(=N1)N(C=C2)C2=CC1=CC=CC=C1C=C2)C N-mesityl-1-(naphthalen-2-yl)-1H-pyrrolo[2,3-b]pyridin-6-amine